OC[C@H](CCCC)NC(N(CC=1SC=CC1)CC=1SC=CC1)=O 3-[(2S)-1-hydroxyhex-2-yl]-1,1-bis(2-thienylmethyl)urea